OC1=CN=C(C2=CC(=CC=C12)OC1=CC=CC=C1)CN1CCOCC1 4-hydroxy-1-(morpholinomethyl)-7-phenoxyisoquinoline